1,10-bis(dimethylamino)decane CN(CCCCCCCCCCN(C)C)C